tert-butyl (S)-(1-((2-bromoethyl)amino)-3-(4-chlorophenyl)-1-oxopropan-2-yl)carbamate BrCCNC([C@H](CC1=CC=C(C=C1)Cl)NC(OC(C)(C)C)=O)=O